CC1CN(CC=2C=C(C=NC12)[N+](=O)[O-])C(=O)OC(C)(C)C tert-Butyl 8-methyl-3-nitro-7,8-dihydro-1,6-naphthyridine-6(5H)-carboxylate